4-amino-7-((2R,3R,4S,5S)-5-fluoro-3,4-dihydroxy-5-(hydroxymethyl)tetrahydrofuran-2-yl)-2-methyl-7H-pyrrolo[2,3-d]pyrimidine-5-carboxamide NC=1C2=C(N=C(N1)C)N(C=C2C(=O)N)[C@@H]2O[C@@]([C@H]([C@H]2O)O)(CO)F